ClC1=C2C=C(N(C2=CC=C1OC)C)C(=O)NC1(COC1)C1=CC=C(C=C1)[C@H](C(=O)O)CCC |r| (±)-2-{4-[3-(4-chloro-5-methoxy-1-methyl-1H-indole-2-amido)oxetan-3-yl]phenyl}pentanoic acid